C(C)(C)(C)OC(=O)N1CCC(CC1)C1=NC(=CC=C1)OCC1=CC2=C(C=CO2)C=C1F 4-(6-((5-fluorobenzofuran-6-yl)methoxy)pyridine-2-yl)piperidine-1-carboxylic acid tert-butyl ester